CS(=O)(=O)OC[C@H]1CN(CCO1)C(=O)OCC1=CC=CC=C1 benzyl (R)-2-(((methylsulfonyl)oxy)methyl)morpholine-4-carboxylate